ClC1=CC(=C(C(=O)N2C[C@H](N(CC2)C2=CC=C(C(=C2C(=O)NC[C@@H]2NCCC2)F)C=2C(=NC=CC2)OCC)CC)C=C1)C(F)(F)F 6-[(2R)-4-[4-chloro-2-(trifluoromethyl)benzoyl]-2-ethylpiperazin-1-yl]-3-(2-ethoxypyridin-3-yl)-2-fluoro-N-{[(2R)-pyrrolidin-2-yl]methyl}benzamide